FC1=C(C(=CC(=C1)C=1C=NC(=CC1)NCCC(C)C)O)N1CC(NS1(=O)=O)=O 5-(2-Fluoro-6-hydroxy-4-(6-(isopentylamino)pyridin-3-yl)phenyl)-1,2,5-thiadiazolidin-3-one-1,1-dioxide